2-(4-chloro-2-fluorophenyl)-2-methyl-1,3-dioxolane-4-carboxylate ClC1=CC(=C(C=C1)C1(OCC(O1)C(=O)[O-])C)F